tert-butyl 4-((2-cyanopyrimidin-4-yl)oxy)piperidine-1-carboxylate C(#N)C1=NC=CC(=N1)OC1CCN(CC1)C(=O)OC(C)(C)C